sodium (S)-3-(2'-fluoro-3'-methoxybiphenyl-3-yl)-3-(3-(1-methyl-4-oxido-2-oxo-1,2-dihydro pyridin-3-yl)ureido)propanoate FC1=C(C=CC=C1OC)C1=CC(=CC=C1)[C@H](CC(=O)[O-])NC(=O)NC=1C(N(C=CC1[O-])C)=O.[Na+].[Na+]